FC1=C(C(=CC=C1F)F)CC(=O)O 2,3,6-trifluoro-phenylacetic acid